C(#N)C1=CC(=CC=2N=C(OC21)C=2C(=C(C=CC2)C2=C(C(=CC=C2)NC=2N=CC=C1C=C(C=NC21)CCN2C[C@@H](CC2)O)C)C)CN2CCCC2 (R)-1-((7-Cyano-2-(3'-(3-(2-((R)-3-hydroxypyrrolidin-1-yl)ethyl)-1,7-naphthyridin-8-ylamino)-2,2'-dimethylbiphenyl-3-yl)benzo[d]oxazol-5-yl)methyl)pyrrolidin